1-bromo-4,5-dichloro-2-nitrobenzene BrC1=C(C=C(C(=C1)Cl)Cl)[N+](=O)[O-]